OCC1CC(C1)NC(OC(C)(C)C)=O tertbutyl ((1r,3r)-3-(hydroxymethyl)cyclobutyl)carbamate